2-(1-phenylethyl)spiro[3.3]heptane C1(=CC=CC=C1)C(C)C1CC2(C1)CCC2